4,6-dihydroxy-5-phenyl-2-methylpyrimidine OC1=NC(=NC(=C1C1=CC=CC=C1)O)C